Cl.NCCOC=1C=C(C=CC1)NC1=NC=2N(C(=C1)NC)N=CC2C(=O)O 5-((3-(2-aminoethoxy)phenyl)amino)-7-(methylamino)pyrazolo[1,5-a]pyrimidine-3-carboxylic acid hydrochloride